4-[4-(5-{[(2R,3S,5S)-2-fluoro-8-azabicyclo[3.2.1]octan-3-yl](methyl)amino}pyrazin-2-yl)-3-hydroxyphenyl]-2,5-dihydro-1H-pyrrol-2-one F[C@@H]1C2CC[C@@H](C[C@@H]1N(C=1N=CC(=NC1)C1=C(C=C(C=C1)C1=CC(NC1)=O)O)C)N2